1-methyl-indole-2-carboxylic Acid CN1C(=CC2=CC=CC=C12)C(=O)O